C(C)(C)(C)C=1C(=C(C=C(C1)OC)C1=C(C(=CC(=C1)OC)C(C)(C)C)OP1OC(C(O1)(C1=CC=CC=C1)C1=CC=CC=C1)(C1=CC=CC=C1)C1=CC=CC=C1)OP1OCC(CO1)C1=CC=CC=C1 2-((3,3'-di-tert-butyl-5,5'-dimethoxy-2'-((4,4,5,5-tetraphenyl-1,3,2-dioxaphospholan-2-yl)oxy)-[1,1-biphenyl]-2-yl)oxy)-5-phenyl-1,3,2-dioxaphosphinane